CC=1C=CC2=C(C(=NO2)C(=O)N2CC[C@@H]3N(C([C@H](C2)NC(=O)C=2C=C4C=C(N=CC4=CC2)CP(O)(O)=O)=O)[C@@H](CC3)C(=O)N3CCOCC3)C1 ((6-(((5S,8S,10aR)-3-(5-methylbenzo[d]isoxazole-3-carbonyl)-8-(morpholine-4-carbonyl)-6-oxodecahydropyrrolo[1,2-a][1,5]diazocin-5-yl)carbamoyl)isoquinolin-3-yl)methyl)phosphonic acid